1-(6-cyclopropyl-2-ethynylimidazo[1,2-a]pyridin-8-yl)-3-methylimidazolidine-2,4-dione C1(CC1)C=1C=C(C=2N(C1)C=C(N2)C#C)N2C(N(C(C2)=O)C)=O